CC1(OC2=C(O1)C=CC(=C2)CCCSCC(CC21C(=CC(CC2)C1)C(=O)[O-])C12C(=CC(CC1)C2)C(=O)[O-])C 3-(3-(2,2-dimethyl-1,3-benzodioxol-5-yl)propylthio)propane-1,2-diyl-bis(norbornen-2-carboxylate)